methylenecalcium succinate C(CCC(=O)[O-])(=O)[O-].C=[Ca+2]